tert-Butyl 4-[6-(2,8-dimethylimidazo[1,2-b]pyridazin-6-yl)-4-fluoro-1,3-benzothiazol-2-yl]-4-methyl-piperidine-1-carboxylate CC=1N=C2N(N=C(C=C2C)C2=CC3=C(N=C(S3)C3(CCN(CC3)C(=O)OC(C)(C)C)C)C(=C2)F)C1